CN1C2CCCC1CCC2 N-methyl-9-azabicyclo[3.3.1]nonane